N[C@H](C(=O)N[C@H](C(=O)N(C)[C@H](CC(=O)OC(C1=C(C=CC=C1)Cl)(C1=CC=CC=C1)C1=CC=CC=C1)CC1=CC=C(C=C1)Cl)COC)C chloro-trityl (S)-3-((S)-2-((S)-2-aminopropanamido)-3-methoxy-N-methylpropanamido)-4-(4-chlorophenyl)butanoate